N(C)CC(=O)O.C(CCCCCCCCCCCCC)(=O)[Na] myristoyl-sodium sarcosinate